3-bromo-2,6-dimethoxypyridine-13C BrC=1[13C](=NC(=CC1)OC)OC